methyl hydroxyethyl-sulfonate sodium salt [Na].OCCS(=O)(=O)OC